4,5-dihydrophenanthro[2,1-d]Azole C1=CNC2=C1C=CC=1C=3C=CC=CC3CCC12